CC1C(OCC1)=O METHYL-TETRAHYDROFURANONE